2-iodomalonic acid-1,3-diethyl ester C(C)OC(C(C(=O)OCC)I)=O